6-trifluoromethyl-1,2,4-triazazine-3-amide FC(C=1C=NN(NN1)C(=O)N)(F)F